C[C@@H]1COC[C@H](N1CC(=O)NC=1C=C(C(=NC1)C)C=1N2C(SC1C=1C=NN(C1)C)=C(C=N2)C(=O)N)C (5-(2-((3R,5R)-3,5-dimethylmorpholino)acetamido)-2-methylpyridin-3-yl)-2-(1-methyl-1H-pyrazol-4-yl)pyrazolo[5,1-b]Thiazole-7-carboxamide